COS(=O)(=O)[O-].C[N+](CCO)(CCNCCCCCCCC\C=C/CCCCCCCC)CCNCCCCCCCC\C=C/CCCCCCCC methyl-bis(oleylaminoethyl)-2-hydroxyethyl-ammonium methyl-sulfate